2-[2,6-bis(benzyloxy)pyridin-3-yl]-4-{1,4-dioxaspiro[4.5]decan-8-ylamino}-6-fluoro-3H-isoindol-1-one C(C1=CC=CC=C1)OC1=NC(=CC=C1N1C(C2=CC(=CC(=C2C1)NC1CCC2(OCCO2)CC1)F)=O)OCC1=CC=CC=C1